4-((2-(2,6-dioxopiperidin-3-yl)-1-oxoisoindolin-4-yl)amino)butane-1-sulfonic acid O=C1NC(CCC1N1C(C2=CC=CC(=C2C1)NCCCCS(=O)(=O)O)=O)=O